ClC=1C=C(NC(C(C(=O)OCC2=CC=CC=C2)OC)=O)C=C(C1)Cl benzyl 3-(3,5-dichloroanilino)-2-methoxy-3-oxo-propanoate